2-(4'-((8-(benzylsulfonyl)-3,8-diazabicyclo[3.2.1]octan-3-yl)methyl)-2'-methyl-[1,1'-biphenyl]-4-yl)-1,1,1,3,3,3-hexafluoropropan-2-ol C(C1=CC=CC=C1)S(=O)(=O)N1C2CN(CC1CC2)CC2=CC(=C(C=C2)C2=CC=C(C=C2)C(C(F)(F)F)(C(F)(F)F)O)C